NC1=C2C(=NC=N1)N(N=C2C2=CC=C(C=C2)OC2=CC=CC=C2)[C@H]2CN(CCC2)C(=O)N2CCN(CC2)C=2C=C1CN(C(C1=CC2)=O)C2C(NC(CC2)=O)=O 3-(5-(4-((R)-3-(4-amino-3-(4-phenoxyphenyl)-1H-pyrazolo[3,4-d]pyrimidin-1-yl)piperidine-1-carbonyl)piperazin-1-yl)-1-oxoisoindolin-2-yl)piperidine-2,6-dione